CC=1N=C2N(N=C(C=C2C)C=2N=C3N(C(C2)=O)C=C(S3)N3C[C@H](NCC3)C)C1 7-(2,8-Dimethylimidazo[1,2-b]pyridazin-6-yl)-2-[(3R)-3-methylpiperazin-1-yl]thiazolo[3,2-a]pyrimidin-5-on